N-(2-bicyclo[2.2.1]heptanyl)-2-[5-oxo-1-(pyridin-2-ylmethyl)pyrrolidin-2-yl]acetamid C12C(CC(CC1)C2)NC(CC2N(C(CC2)=O)CC2=NC=CC=C2)=O